ClC=1C(=C(C=CC1)C=1N(C(=C(N1)C)C(=O)O)CO)F 2-(3-chloro-2-fluorophenyl)-1-hydroxymethyl-4-methyl-1H-imidazole-5-carboxylic acid